methyl 4-(allyloxy)-3-(N-(2-(2-allylpiperidin-1-yl)-5-(trifluoromethyl)phenyl)-N-(tert-butoxycarbonyl)sulfamoyl)benzoate C(C=C)OC1=C(C=C(C(=O)OC)C=C1)S(N(C(=O)OC(C)(C)C)C1=C(C=CC(=C1)C(F)(F)F)N1C(CCCC1)CC=C)(=O)=O